5-(cyclopropanesulfonyl)-2-[(3R,5R)-3,5-dimethylpiperazin-1-yl]pyrimidine C1(CC1)S(=O)(=O)C=1C=NC(=NC1)N1C[C@H](N[C@@H](C1)C)C